ON=C1C2=CC(=CC=C2C=2C=CC(=CC12)S(=O)(=O)NC1CC2(C1)CCC2)S(=O)(=O)NC2CC1(C2)CCC1 9-(hydroxyimino)-N2,N7-di(spiro[3.3]heptan-2-yl)-9H-fluorene-2,7-disulfonamide